N1N=CC2=CC(=CC=C12)NC1=NC(=NC=C1)C1=CC=C2C=C(NC2=C1)C(=O)NC1CCN(CC1)C1CCN(CC1)C 6-(4-((1H-indazol-5-yl)amino)-pyrimidin-2-yl)-N-(1'-methyl-[1,4-bipiperidin]-4-yl)-1H-indole-2-carboxamide